1-(6-(difluoromethyl)pyridin-3-yl)piperazine FC(C1=CC=C(C=N1)N1CCNCC1)F